(2-(4-(3-isopropyl-1,2,4-oxadiazol-5-yl)piperidin-1-yl)thiazolo[5,4-b]pyridin-5-yl)-N,N-dimethylbenzamide C(C)(C)C1=NOC(=N1)C1CCN(CC1)C=1SC2=NC(=CC=C2N1)C1=C(C(=O)N(C)C)C=CC=C1